(1S,2S,5R)-2-(oxetan-2-yl)-3,8-diazabicyclo[3.2.1]octane-3,8-dicarboxylic acid 3-benzyl 8-(tert-butyl) ester C(C)(C)(C)OC(=O)N1[C@@H]2[C@H](N(C[C@H]1CC2)C(=O)OCC2=CC=CC=C2)C2OCC2